(S,E)-tert-butyl(1-((2-(4-(5-cyanopyrimidin-2-yl)piperazin-1-yl)-2-oxo-ethoxy)imino)Propan-2-yl)carbamate C(C)(C)(C)OC(N[C@H](/C=N/OCC(=O)N1CCN(CC1)C1=NC=C(C=N1)C#N)C)=O